OCCNCCCCCCCC(=O)OCCC12CC3CC(CC(C1)C3)C2 2-((3r,5r,7r)-adamantan-1-yl)ethyl 8-((2-hydroxyethyl)amino)octanoate